4-acetamidobenzaldehyde C(C)(=O)NC1=CC=C(C=O)C=C1